O[C@@H]1[C@H](CCCC1)NC(=O)C=1C=CC(=C(C1)C1=CC=2N(C=C1)C(=NC2)C(=O)N)C(F)(F)F 7-(5-{[(1S,2S)-2-Hydroxycyclohexyl]carbamoyl}-2-(trifluoromethyl)phenyl)imidazo[1,5-a]pyridine-3-carboxamide